C(C)(C)(C)OC(=O)N1C(COCC1)C=1C=C(C=C2CCNCC12)C=1C=C2C(=NC1)NC=C2C 3-[6-(3-methyl-1H-pyrrolo[2,3-b]pyridin-5-yl)-1,2,3,4-tetrahydroisoquinolin-8-yl]morpholine-4-carboxylic acid tert-butyl ester